(Z)-1-(2-(cyclopentyloxy)phenyl)-N-hydroxycyclopropane-1-carboximidamide C1(CCCC1)OC1=C(C=CC=C1)C1(CC1)/C(/NO)=N/[H]